FC1(C(CNCC1)C=1C=C(C(NC1)=O)CC(F)(F)F)F 5-(4,4-difluoropiperidin-3-yl)-3-(2,2,2-trifluoroethyl)pyridin-2(1H)-one